C(C)(C)(C)P([C-]1C=CC=C1)C(C)(C)C.[C-]1(C=CC=C1)P(C(C)(C)C)C(C)(C)C.[Fe+2] 1,1'-bis[di-tert-butylphosphino]ferrocene